(2-methylphenyl)-2,4-dioxo-1,2,3,4-tetrahydropyrimidine CC1=C(C=CC=C1)N1C(NC(C=C1)=O)=O